C1(CC1)N1CCN(CC1)C1CCN(CC1)C1=C(C=C(C(=C1)OC)NC1=NC=NC(=C1)N1OCC[C@H]1C1=CC(=CC(=C1)F)F)C(C(=O)N)=C 2-(4-(4-cyclopropylpiperazine-1-yl)piperidine-1-yl)-5-((6-((S)-3-(3,5-difluorophenyl)isoxazolidine-2-yl)pyrimidine-4-yl)amino)-4-methoxyphenyl-acrylamide